NC=1C(=CC2=C(O[C@@H](C(N2CC2=CC=CC=C2)=O)C)C1F)C(F)(F)F (R)-7-amino-4-benzyl-8-fluoro-2-methyl-6-(trifluoromethyl)-2H-benzo[b][1,4]oxazin-3(4H)-one